ClC1=C(C=CC(=C1)Cl)C1COC2=C(O1)C=CC(=C2)CN2C=NC=1C2=NC=C(C1)C#CC(C)(N)C 4-(3-((2-(2,4-dichlorophenyl)-2,3-dihydrobenzo[b][1,4]dioxin-6-yl)methyl)-3H-imidazo[4,5-b]pyridin-6-yl)-2-methylbut-3-yn-2-amine